1-(tert-butyl)-N-(4-(6-(1-methyl-1H-pyrazol-4-yl)pyrazolo[1,5-a]pyrazin-4-yl)benzyl)-1H-1,2,3-triazole-4-carboxamide C(C)(C)(C)N1N=NC(=C1)C(=O)NCC1=CC=C(C=C1)C=1C=2N(C=C(N1)C=1C=NN(C1)C)N=CC2